2-(3,5-diphenyltriazol-4-yl)ethanehydroxamic acid C1(=CC=CC=C1)N1N=NC(=C1CC(=O)NO)C1=CC=CC=C1